O=C1N(CCC(N1)=O)C1=CC=C(C=C1)NC(CN1[C@H](CN(C[C@H]1C)C(=O)OC(C)(C)C)C)=O tert-butyl (3s,5r)-4-(2-((4-(2,4-dioxotetrahydropyrimidin-1(2H)-yl) phenyl) amino)-2-oxoethyl)-3,5-dimethylpiperazine-1-carboxylate